FC(S(=O)(=O)O[C@H]1[C@@H]2[C@H](OC1)[C@@H](CO2)OCNC(CNC(=O)OCC2=CC=CC=C2)=O)(F)F (3R,3aS,6R,6aR)-6-((2-(((benzyloxy)carbonyl)amino)acetamido)methoxy)-hexahydrofuro[3,2-b]furan-3-yl trifluoromethanesulfonate